F[P-](F)(F)(F)(F)F.[BrH2+].BrC=1C=C2C(=CC=NC2=CC1)C(=O)N1[C@@H](CC1)CO (S)-(6-bromoquinolin-4-yl)(2-(hydroxymethyl)azetidin-1-yl)methanone bromonium hexafluorophosphate